3-[(1S)-1-(3-methoxyphenyl)ethyl]urea COC=1C=C(C=CC1)[C@H](C)NC(N)=O